N=1C=NN2C1C=C(C=C2)OC2=C(C=C(C=C2)NC2=NC=NC1=CC=CC(=C21)OC2C(CN(CC2)CC)(F)F)C N-(4-([1,2,4]triazolo[1,5-a]pyridin-7-yloxy)-3-methylphenyl)-5-((1-ethyl-3,3-difluoropiperidin-4-yl)oxy)quinazolin-4-amine